methyl 2-(3-(3-ethoxy-4-fluorophenyl)-1-methylureido)-5-oxo-5H-thieno[3,2-b]pyran-6-carboxylate C(C)OC=1C=C(C=CC1F)NC(N(C)C1=CC=2OC(C(=CC2S1)C(=O)OC)=O)=O